1-stearoyl-2-hydroxy-sn-glycerol C(CCCCCCCCCCCCCCCCC)(=O)OC[C@@H](OO)CO